FC1=C(C=CC(=C1)OC)NC(C1=C(C=C(C=C1\C=C\C1=CC=C(C=C1)OCC(N1CCCCC1)=O)OC)OC)=O (E)-N-(2-fluoro-4-methoxyphenyl)-2,4-dimethoxy-6-(4-(2-oxo-2-(piperidin-1-yl)ethoxy)styryl)benzamide